N1CCC2(CC1)C1CC1CC2N spiro[bicyclo[3.1.0]hexane-2,4'-piperidin]-3-amine